O=S1(CCC(CC1)C=1C=CC(=C(C1)C=1C2=C(C(N(C1)C)=O)NC=C2)OC2=CC=C(C=C2)CCC2CCNCC2)=O 4-[5-(1,1-dioxothian-4-yl)-2-[4-[2-(4-piperidyl)ethyl]phenoxy]phenyl]-6-methyl-1H-pyrrolo[2,3-c]pyridin-7-one